ClC=1C=C(C=CC1)C1=NN=C(O1)C(=O)NN 5-(3-chlorophenyl)-1,3,4-oxadiazole-2-carbohydrazide